C(C)OC=1C=C(C=CC1OC)[C@@H](CS(=O)(=O)C)N1CC=2C(C1=O)=CSC2NC(C(F)(F)F)=O (S)-N-(5-(1-(3-ethoxy-4-methoxyphenyl)-2-(methylsulfonyl)ethyl)-4-oxo-5,6-dihydro-4H-thieno[3,4-c]pyrrol-1-yl)-2,2,2-trifluoroacetamide